5-bromo-4-cyclopropyloxy-6-methylpyrimidine BrC=1C(=NC=NC1C)OC1CC1